ClC1=C(C=CC(=C1)Cl)C1=C(C2=C(CCC1)C=C(C=C2)C(=O)OC)C2=CC=C(C=C2)O[C@@H]2CN(CC2)CCCF methyl 6-(2,4-dichlorophenyl)-5-[4-[(3S)-1-(3-fluoropropyl)pyrrolidin-3-yl]oxyphenyl]-8,9-dihydro-7H-benzo[7]annulene-2-carboxylate